C(C1=CC=CC=C1)[C@@H]1N(C(OC1)=O)C([C@@H](CC1=CC2=C(C(=CO2)Br)C=C1)[C@@H]1CN(CC1)C(=O)OC(C)(C)C)=O Tert-butyl (R)-3-((S)-1-((S)-4-benzyl-2-oxooxazolidin-3-yl)-3-(3-bromobenzofuran-6-yl)-1-oxopropan-2-yl)pyrrolidine-1-carboxylate